COCC1=C(C(=C(CBr)C(=C1F)F)F)F 4-methoxymethyl-2,3,5,6-tetrafluorobenzyl bromide